N-isopropyl-2-oxoacetamide C(C)(C)NC(C=O)=O